phosphoric acid (2-hydroxyethyl methacrylate) OCCC=C(C(=O)O)C.P(O)(O)(O)=O